Cl.CC=1SC2=C(C1C)CCC(C2)N 2,3-dimethyl-4,5,6,7-tetrahydrobenzothiophen-6-amine hydrochloride